epoxystearyl alcohol C1C(O1)CCCCCCCCCCCCCCCCO